CC1=NNC2=CC=C(C=C12)C=1OC(=NN1)C(F)(F)F 2-(3-methyl-1H-indazol-5-yl)-5-(trifluoromethyl)-1,3,4-oxadiazole